C1(=CC=CC=C1)C(N1CCN(CC1)C1=C(C(N(C2=CC=CN=C12)CC#N)=O)[N+](=O)[O-])C1=CC=CC=C1 2-{4-[4-(diphenylmethyl)piperazin-1-yl]-3-nitro-2-oxo-1,2-dihydro-1,5-naphthyridin-1-yl}acetonitrile